C(CCC)C1=C(N=C(NC1=O)Cl)C 5-butyl-2-chloro-4-methyl-1H-pyrimidin-6-one